N-{[4-(2H-1,3-benzodioxole-4-sulfonyl)phenyl]methyl}-1H-pyrrolo[3,2-c]pyridine-2-carboxamide O1COC2=C1C=CC=C2S(=O)(=O)C2=CC=C(C=C2)CNC(=O)C2=CC=1C=NC=CC1N2